C(C)(C)(C)OOC(C)(C)C1=CC=CC=C1 tert-butyl-cumyl peroxide